NCC1CCN(CC1)C1=NC=CC(=N1)C=1C(=NC2=CC=CC=C2C1)O 3-(2-(4-(aminomethyl)piperidin-1-yl)pyrimidin-4-yl)quinolin-2-ol